The molecule is a member of the class of benzoic acids that is benzoic acid in which the hydrogens at positions 3 and 5 are replaced by nitro groups. It is a C-nitro compound and a member of benzoic acids. C1=C(C=C(C=C1[N+](=O)[O-])[N+](=O)[O-])C(=O)O